tri(2-methylphenyl)phosphine CC1=C(C=CC=C1)P(C1=C(C=CC=C1)C)C1=C(C=CC=C1)C